CC=1C=CC(=NC1)NC(=O)C=1C=2N(N=C(C1)C=1C=NC=CC1C)C=CN2 N-(5-Methylpyridin-2-yl)-6-(4-methylpyridin-3-yl)imidazo[1,2-b]pyridazine-8-carboxamide